N-Bocindole C(=O)(OC(C)(C)C)N1C=CC2=CC=CC=C12